2-(diethylamino)ethyl 3,6-dichloro-2-methoxybenzoate ClC=1C(=C(C(=O)OCCN(CC)CC)C(=CC1)Cl)OC